4-[[[8-(3,4-dimethoxyphenyl)-2,7-dimethyl-pyrazolo[1,5-a][1,3,5]triazin-4-yl]amino]methyl]phenol COC=1C=C(C=CC1OC)C=1C(=NN2C1N=C(N=C2NCC2=CC=C(C=C2)O)C)C